Isobutyl (S)-4-oxo-2-benzenesulfonyloxy-4,6,7,8-tetrahydropyrrolo[1,2-a]pyrimidine-6-carboxylate O=C1C=C(N=C2N1[C@@H](CC2)C(=O)OCC(C)C)OS(=O)(=O)C2=CC=CC=C2